2-(2,3-difluorophenyl)-2-nitrocyclohexanone FC1=C(C=CC=C1F)C1(C(CCCC1)=O)[N+](=O)[O-]